fluoro-5-phenyl-1,3-dihydro-2H-benzo[e][1,4]diazepin-2-one FN1C(CN=C(C2=C1C=CC=C2)C2=CC=CC=C2)=O